2-(4-chloro-3-fluorophenoxy)-N-(4-(5-(4-chloro-3-fluorophenyl)-1,3,4-oxadiazol-2-yl)-3-oxo-bicyclo[2.2.2]oct-1-yl)acetamide ClC1=C(C=C(OCC(=O)NC23CC(C(CC2)(CC3)C=3OC(=NN3)C3=CC(=C(C=C3)Cl)F)=O)C=C1)F